methyl 5-(3,4,5-trifluorophenyl)-3,4-dihydro-2H-pyrrole-2-carboxylate FC=1C=C(C=C(C1F)F)C=1CCC(N1)C(=O)OC